iOdoimidazo[1,2-a]pyridine C1=CC2=NC(=CN2C=C1)I